S(=O)(=O)([O-])[O-].[Na+].[Na+].O=C1C(O)=C(O)[C@H](O1)[C@@H](O)CO L-ascorbic acid disodium sulfate